C[C@H]1CC[C@@H](N(C1)C(C(=O)OCC(F)(F)F)=O)C1=CC=C2C=CC=NC2=C1 2,2,2-trifluoroethyl 2-((2R,5S)-5-methyl-2-(quinolin-7-yl)piperidin-1-yl)-2-oxoacetate